1,2-bis(4-maleimidylphenoxy)benzene C1(C=CC(N1C1=CC=C(OC2=C(C=CC=C2)OC2=CC=C(C=C2)N2C(C=CC2=O)=O)C=C1)=O)=O